tert-Butyl (1-formylisoquinolin-5-yl)(methyl)carbamate C(=O)C1=NC=CC2=C(C=CC=C12)N(C(OC(C)(C)C)=O)C